heptafluoro-1-nitrosopropane FC(C(C(N=O)(F)F)(F)F)(F)F